NC1=NC(=C2N=CN(C2=N1)C)NCC1=CC(=CC=C1)I 2-amino-N6-(3-iodobenzyl)-9-methyladenine